CC=1C=CC(=C(C1)C=1C(=C(C(=CC1O)CCCCC)C1=CN=CS1)O)C(=C)C 5'-methyl-4-pentyl-2'-(prop-1-en-2-yl)-3-(thiazol-5-yl)-[1,1'-biphenyl]-2,6-diol